1'-(4-(2,6-Dioxopiperidin-3-yl)phenyl)-[4,4'-bipiperidine]-1-carboxylic acid tert-butyl ester C(C)(C)(C)OC(=O)N1CCC(CC1)C1CCN(CC1)C1=CC=C(C=C1)C1C(NC(CC1)=O)=O